CC(C)CCC[C@@H](C)[C@H]1CC[C@H]2C3=CC[C@]4(C[C@H](CC[C@]4(C)[C@H]3CC[C@]12C)O)O cholest-7-en-3β,5α-diol